COC=1C(=C(C=CC1)CN[C@H](C(=O)O)CCC(C)(C)C)C (2S)-2-{[(3-methoxy-2-methylphenyl)methyl]amino}-5,5-dimethylhexanoic acid